C(C)(C)(C)OC(=O)N[C@H](C(=O)O)CC1=CC(=CC=C1)Br (S)-2-(tert-butoxycarbonylamino)-3-(3-bromophenyl)propionic acid